2-(3-isopropyl-1H-pyrazol-1-yl)acetic Acid C(C)(C)C1=NN(C=C1)CC(=O)O